(1S,1'S)-2,2'-((1,4-phenylenebis(methylene))bis(oxy))bis(1-phenylethan-1-amine) C1(=CC=C(C=C1)COC[C@@H](N)C1=CC=CC=C1)COC[C@@H](N)C1=CC=CC=C1